ClC=1C=C(C=NC1F)NC(N(CC1=NNC(=C1)C(F)(F)F)C=1C=NC(=NC1)OC)=O (5-Chloro-6-fluoropyridin-3-yl)-1-(2-methoxypyrimidin-5-yl)-1-((5-(trifluoromethyl)-1H-pyrazol-3-yl)methyl)urea